FC(C(=O)N1CC(C1)OC(=O)N1CC2(C1)CC(C2)NC2=CC(=NC=1N2N=CC1C(C)C)NC1CCOCC1)=C 6-((3-isopropyl-5-((tetrahydro-2H-pyran-4-yl)amino)pyrazolo[1,5-a]pyrimidin-7-yl)amino)-2-azaspiro[3.3]heptane-2-carboxylic acid 1-(2-fluoroacryloyl)azetidin-3-yl ester